NCC=1C=C(C=CC1)C=1C=NC(=NC1)C(=O)NC 5-[3-(aminomethyl)phenyl]-N-methylpyrimidine-2-carboxamide